ClC1=C(C(=CC=C1)Cl)N1CC(C1)C1=CC(=C(CN2CCC(CC2)(C(=O)O)C)C(=C1)C)C 1-(4-(1-(2,6-dichlorophenyl)azetidin-3-yl)-2,6-dimethylbenzyl)-4-methylpiperidine-4-carboxylic acid